C(=O)C1=CC(=C(OC2=CC3=CC=C(C=C3C=C2)OC2=C(C=C(C=C2)C=O)Cl)C=C1)Cl 2,6-bis(4-formyl-chlorophenoxy)naphthalene